The molecule is a hydrochloride obtained by reaction of (1S,2R)-5-methoxy-1-methyl-2-(propylamino)tetralin with one equivalent of hydrochloric acid. Dopamine receptor antagonist with preferential action at presynaptic receptors (pKi values are 6.95, 6.67, 6.37, 6.21 and 6.07 at hD3. hD4, hD2S, hD2L and rD2 receptors respectively). It has a role as a dopaminergic antagonist. It contains a (1S,2R)-5-methoxy-1-methyl-2-(propylammonio)tetralin(1+). CCCN[C@@H]1CCC2=C([C@@H]1C)C=CC=C2OC.Cl